C1(=CC=C(C=C1)C[C@H](C(=O)N)NC(=O)[C@H]1N(C[C@@H](C1)O)C([C@H](C(C)C)N1N=NC(=C1)C1CC1)=O)C1=CC=CC=C1 (2S,4R)-N-((R)-3-([1,1'-biphenyl]-4-yl)-1-amino-1-oxopropan-2-yl)-1-((S)-2-(4-cyclopropyl-1H-1,2,3-triazol-1-yl)-3-methylbutanoyl)-4-hydroxypyrrolidine-2-carboxamide